2-bromo-3,4,5,6-tetrafluorobenzenethiol BrC1=C(C(=C(C(=C1F)F)F)F)S